OC1=C(C2=C(N(C1=O)CC1=CC=C(C=C1)C1=CC(=NC=C1)OC)C=CS2)C(=O)O 6-hydroxy-4-(4-(2-methoxypyridin-4-yl)benzyl)-5-oxo-4,5-dihydrothieno[3,2-b]pyridine-7-carboxylic acid